ClC=1C(=C(C=CC1)NC=1C2=C(N=CN1)C=CC(=N2)N2CC(CC2)NC(C=C)=O)F N-(1-(4-((3-Chloro-2-fluorophenyl)amino)pyrido[3,2-d]pyrimidin-6-yl)pyrrolidin-3-yl)acrylamide